1-(4-chloro-3-isopropoxybenzyl)piperazine propan-2-yl-d7-(S)-6-diazo-2-((S)-2-hydroxypropanamido)-5-oxohexanoate C(C(C([2H])([2H])[2H])([2H])OC([C@H](CCC(C=[N+]=[N-])=O)NC([C@H](C)O)=O)=O)([2H])([2H])[2H].ClC1=C(C=C(CN2CCNCC2)C=C1)OC(C)C